2-(2-bromo-5-ethyl-6-(4-(5-hydroxy-6-methylpyrimidine-4-carbonyl)piperazin-1-yl)-7-oxo-[1,2,4]triazolo[1,5-a]pyrimidin-4(7H)-yl)-N-(2-chloro-4-(trifluoromethyl)phenyl)acetamide BrC1=NN2C(N(C(=C(C2=O)N2CCN(CC2)C(=O)C2=NC=NC(=C2O)C)CC)CC(=O)NC2=C(C=C(C=C2)C(F)(F)F)Cl)=N1